CN1N=CC(=C1)C1=CC=CC(=N1)C(=O)O 6-(1-methyl-1H-pyrazol-4-yl)pyridine-2-carboxylic acid